ClC1=C(C(=C(C=C1OC)OC)Cl)C=1N=C(C2=C(N1)C=NC(=C2)N[C@H]2[C@H](COC2)NC(C=C)=O)N2CC(C2)(C)OC N-((3R,4S)-4-((2-(2,6-dichloro-3,5-dimethoxyphenyl)-4-(3-methoxy-3-methyl-azetidin-1-yl)pyrido[3,4-d]pyrimidin-6-yl)amino)tetrahydrofuran-3-yl)acrylamide